ClC=1C=C(C=C(C1)C#N)CCN1CC(C(C1)C)COC1=CC=C(C=C1)S(=O)(=O)CCCC(=O)OC methyl 4-(4-{[1-[2-(3-chloro-5-cyanophenyl)ethyl]-4-methylpyrrolidin-3-yl]methoxy}benzenesulfonyl)butanoate